(S)-N-(2,3-Difluoro-4-(1-methylcyclobutoxy)phenyl)-6-(pyrrolidin-3-yloxy)-pyrido[3,2-d]pyrimidin-4-amine FC1=C(C=CC(=C1F)OC1(CCC1)C)NC=1C2=C(N=CN1)C=CC(=N2)O[C@@H]2CNCC2